5-bromoethyl-1,2,3-trimethoxybenzene BrCCC=1C=C(C(=C(C1)OC)OC)OC